C[C@H](CN1C=NC2=C(N=CN=C21)N)OCP(=O)(O)O The molecule is a member of the class of phosphonic acids that is methylphosphonic acid in which one of the methyl hydrogens is replaced by a [(2R)-1-(6-amino-9H-purin-9-yl)propan-2-yl]oxy group. An inhibitor of HIV-1 reverse transcriptase, the bis(isopropyloxycarbonyloxymethyl) ester (disoproxil ester) prodrug is used as the fumaric acid salt in combination therapy for the treatment of HIV infection. It has a role as a HIV-1 reverse transcriptase inhibitor, an antiviral drug and a drug metabolite. It is a member of phosphonic acids and a nucleoside analogue. It is a conjugate acid of a tenofovir(1-).